NC1=CC=C(C=N1)C=1C=CC2=C(C=NCCO2)C1 7-(6-aminopyridin-3-yl)-2,3-dihydrobenzo[f][1,4]oxazepin